C(C=C)(=O)Cl acrylic Acid Chloride